FC1=CC=C(C=C1)[C@H](C)NC=1C=CC=2N(N1)C(=NC2)C(F)(F)F (S)-N-(1-(4-fluorophenyl)ethyl)-7-(trifluoromethyl)imidazo[1,5-b]pyridazin-2-amine